bis(2,2,2-trifluoroethyl) ethylphosphonate C(C)P(OCC(F)(F)F)(OCC(F)(F)F)=O